BrC1=C2CCN(C(C2=CC(=C1)F)=O)C 5-bromo-7-fluoro-2-methyl-3,4-dihydroisoquinolin-1(2H)-one